BrC1=C(C=C(C=C1O)C=CC1=CC=C(O)C=C1)O 4-bromo-resveratrol